boron-copper oxide [Cu]=O.[B]